(pyridyl)Azole N1=C(C=CC=C1)C=1NC=CC1